1-methylthiohexanol CSC(CCCCC)O